C(C)N1C(C2=CC=C(C=C2C1(C)C)NC1=NC=C(C(=C1)N[C@H](CO)C1=CC=CC=C1)C1=NC(=NO1)C1=CC=NC=C1)=O (S)-2-ethyl-5-((4-((2-hydroxy-1-phenylethyl)amino)-5-(3-(pyridin-4-yl)-1,2,4-oxadiazol-5-yl)pyridin-2-yl)amino)-3,3-dimethylisoindolin-1-one